C(C1=CC=CC=C1)OC(C[C@H](N)C(=O)O)=O L-Aspartic acid 4-benzyl ester